C1OCC12[C@@H](CC2)N2C1CN(CC2CC1)C=1C=2N(N=CC1)C=C(C2)C=2C=NN(C2)C 4-(8-((R)-2-oxaspiro[3.3]hept-5-yl)-3,8-diazabicyclo[3.2.1]oct-3-yl)-6-(1-methyl-1H-pyrazol-4-yl)pyrrolo[1,2-b]pyridazine